C1(=CC(=CC=C1)[Se]C=1C=C(C=CC1)C)C bis(3-tolyl) selenide